ClC=1C=CC2=C(CC3(CC=4N2C(=NN4)C4CCC(CC4)(CCC)OC)OCCO3)C1 8'-chloro-1'-(cis-4-methoxy-4-propylcyclohexyl)-4'H,6'H-spiro[1,3-dioxolane-2,5-[1,2,4]triazolo[4,3-a][1]benzazepine]